C(#N)C(C)(C)N1CC=C(C=C1)NC(=O)C=1C(=NN(C1)C1=CC=CC=C1)C N-(1-Cyano-1-methylethyl)-4-[(3-methyl-1-phenylpyrazol-4-carbonyl)amino]pyridin